OCCCN1C(C(NC2=CC=C(C=C12)C(F)(F)F)=O)=O (3-hydroxypropyl)-7-(trifluoromethyl)-1,4-dihydroquinoxaline-2,3-dione